C(COCCOCCOCCNCCOCCOCCOCCO)O 3,6,9,15,18,21-hexaoxa-12-azatricosane-1,23-diol